2-[3,5-dichloro-2-(hydroxymethyl)-4-pyridinyl]-1-[(1S)-5-[(1S)-2-fluoro-1-hydroxy-1-methyl-ethyl]-1-methyl-3,4-dihydro-1H-isoquinolin-2-yl]ethanone ClC=1C(=NC=C(C1CC(=O)N1[C@H](C2=CC=CC(=C2CC1)[C@](CF)(C)O)C)Cl)CO